triethylammonium (S)-1-((2S,3S,5R)-3-acetoxy-5-(5-fluoro-2,4-dioxo-3,4-dihydropyrimidin-1(2H)-yl)tetrahydrofuran-2-yl)ethyl-hydrogenphosphate C(C)(=O)O[C@@H]1[C@H](O[C@H](C1)N1C(NC(C(=C1)F)=O)=O)[C@H](C)OP(=O)(O)[O-].C(C)[NH+](CC)CC